4,4'-(((5-(tert-butyl)-1,3-phenylene)bis(methylene))bis(oxy))bis(3-fluorobenzonitrile) C(C)(C)(C)C=1C=C(C=C(C1)COC1=C(C=C(C#N)C=C1)F)COC1=C(C=C(C#N)C=C1)F